(E)-bicyclo[4.2.0]oct-1,3,5-triene-7-one O-(4-nitrophenyl) oxime [N+](=O)([O-])C1=CC=C(C=C1)O\N=C/1\C2=CC=CC=C2C1